N-[6-(2,2-difluoroethoxy)-5-fluoro-2-methoxy-3-pyridinyl]-7-(1-hydroxy-1-methyl-ethyl)imidazo[1,2-a]pyridine-3-sulfonamide FC(COC1=C(C=C(C(=N1)OC)NS(=O)(=O)C1=CN=C2N1C=CC(=C2)C(C)(C)O)F)F